O=C1NC2C(N1)CSC2CCCCC(=O)O 2,3,3a,4,6,6a-hexahydro-2-oxo-1H-thieno[3,4-d]imidazole-4-pentanoic acid